((5-bromothiazol-2-yl)methyl)tetrahydro-2H-pyran-3-carboxamide BrC1=CN=C(S1)CC1OCCCC1C(=O)N